NC1=C2N=CN(C2=NC=N1)C[C@@H](C)OCP(OCCCOCCCCCCCCCCCCCCCC(F)(F)F)(O)=O 3-((16,16,16-trifluorohexadecyl)oxy)propyl hydrogen ((((R)-1-(6-amino-9H-purin-9-yl)propan-2-yl)oxy)methyl)phosphonate